(2s,4r)-2-[ethyl-(m-tolyl)carbamoyl]-4-hydroxy-pyrrolidine-1-carboxylic acid tert-butyl ester C(C)(C)(C)OC(=O)N1[C@@H](C[C@H](C1)O)C(N(C=1C=C(C=CC1)C)CC)=O